1-(tert-butyl) 2-methyl (2R,4R)-4-fluoropyrrolidine-1,2-dicarboxylate F[C@@H]1C[C@@H](N(C1)C(=O)OC(C)(C)C)C(=O)OC